2,3,5,6-tetrafluoro-4-(1,1,1,3,3,3-hexafluoro-2-hydroxypropane-2-yl)phenol FC1=C(C(=C(C(=C1F)C(C(F)(F)F)(C(F)(F)F)O)F)F)O